The molecule is a 1-[3-(dimethylamino)propyl]-1-(4-fluorophenyl)-1,3-dihydro-2-benzofuran-5-carbonitrile that has S-configuration at the chiral centre. It is the active enantiomer of citalopram. It has a role as an antidepressant and an EC 3.4.21.26 (prolyl oligopeptidase) inhibitor. It is a conjugate base of an escitalopram(1+). It is an enantiomer of a (R)-citalopram. CN(C)CCC[C@@]1(C2=C(CO1)C=C(C=C2)C#N)C3=CC=C(C=C3)F